methyl 4-amino-7-chloro-1-(4-aminophenyl)-2-oxo-1,2-dihydroquinoline-3-carboxylate NC1=C(C(N(C2=CC(=CC=C12)Cl)C1=CC=C(C=C1)N)=O)C(=O)OC